(1R,3S,4R)-2-(7-chloro-1H-indole-2-carbonyl)-5,5-difluoro-N-((S,Z)-4-fluoro-4-(methylsulfonyl)-1-((S)-2-oxopyrrolidin-3-yl)but-3-en-2-yl)-2-azabicyclo[2.2.2]octane-3-carboxamide ClC=1C=CC=C2C=C(NC12)C(=O)N1[C@H]2CC([C@@H]([C@H]1C(=O)N[C@@H](C[C@H]1C(NCC1)=O)\C=C(/S(=O)(=O)C)\F)CC2)(F)F